nickel-cobalt sulfate manganese [Mn+2].S(=O)(=O)([O-])[O-].[Co+2].[Ni+2].S(=O)(=O)([O-])[O-].S(=O)(=O)([O-])[O-]